5'-Methylspiro[cyclopropane-1,3'-pyrrolo[3,2-b]pyridin]-2'(1'H)-one CC1=CC=C2C(=N1)C1(C(N2)=O)CC1